C(#N)C1(CC1)NS(=O)(=O)C1=C(C=C2C3=C(N(C2=C1)C=1SC(=NN1)C(F)F)N=CN=C3N3CCC(CC3)O)F N-(1-Cyanocyclopropyl)-9-(5-(difluoromethyl)-1,3,4-thiadiazol-2-yl)-6-fluoro-4-(4-hydroxypiperidin-1-yl)-9H-pyrimido[4,5-b]indole-7-sulfonamide